N=1C=NN2C=NC(=CC21)OC2=C(C=C(C=C2)NC2=NC=NC1=CC=C(C(=C21)O[C@H]2[C@@H](CN(CC2)C)F)OC)C trans-N-(4-([1,2,4]triazolo[1,5-c]pyrimidin-7-yloxy)-3-methylphenyl)-5-((3-fluoro-1-methylpiperidin-4-yl)oxy)-6-methoxyquinazolin-4-amine